CC=1NC(=CC1)C1=NC2=C(N1)C=CC(=C2)N2CCN(CC2)C 2-methyl-5-(5-(4-methylpiperazin-1-yl)-1H-benzo[d]imidazol-2-yl)-1H-pyrrole